N1N=CC2=CC(=CC=C12)C#CC1=NC(=NC=C1)C1=NC(=NC=C1)NCC=1C(=NC=CC1)F 4-((1H-Indazol-5-yl)ethynyl)-N-((2-fluoropyridin-3-yl)methyl)-[2,4'-bipyrimidin]-2'-amine